C(C)N1CCCCC1 1-ethylpiperidine